2-amino-4-oxo-5-(4-(trifluoromethyl)phenyl)-4,5-dihydrofuran-3-yl-5-d (phenyl-d5)methanesulfonate C1(=C(C(=C(C(=C1[2H])[2H])[2H])[2H])[2H])CS(=O)(=O)OC1=C(OC(C1=O)([2H])C1=CC=C(C=C1)C(F)(F)F)N